N1(C=NC=C1)C=1C=C(C(=O)NC(C(=O)O)C=CC(C)(C)C)C=CC1 2-[m-(1-imidazolyl)benzoylamino]-5,5-dimethyl-3-hexenoic acid